COC1=CC2=CC3=CC=CC=C3N=C2C=C1 2-methoxyacridine